(4-ethylpiperazin-1-yl)(2-fluoro-4-nitrophenyl)methanone C(C)N1CCN(CC1)C(=O)C1=C(C=C(C=C1)[N+](=O)[O-])F